C(C)(C)(C)[Si](OCCOC1=C(C=C(C=C1C)C1=NC2=CC=C(C=C2C(N1)=O)N1CCOCC1)C)(C)C 2-{4-[2-(tert-butyl-dimethyl-silanyloxy)-ethoxy]-3,5-dimethyl-phenyl}-6-morpholin-4-yl-3H-quinazolin-4-one